(S)-N-(4-(4-acetylpiperazin-1-yl)phenyl)-3-(1H-indol-3-yl)-2-(4-methylphenylsulfonamido)acrylamide C(C)(=O)N1CCN(CC1)C1=CC=C(C=C1)NC(C(=CC1=CNC2=CC=CC=C12)NS(=O)(=O)C1=CC=C(C=C1)C)=O